7-Bromo-4-chloroisoquinolin-1-ol BrC1=CC=C2C(=CN=C(C2=C1)O)Cl